O1C(=CC2=C1C=CC=C2)C(=CCN2C(=NC1=C2C=CC=C1)C)C=1OC2=C(C1)C=CC=C2 1-(3,3-bis(benzofuran-2-yl)allyl)-2-methylbenzimidazole